Tetramethylglucosylsulfinic acid Potassium salt [K+].C[C@@]1([C@@]([C@](C(O[C@@H]1CO)(S(=O)[O-])C)(O)C)(O)C)O